1,5-diisocyanato-hexane N(=C=O)CCCCC(C)N=C=O